FC=1C=C(C=CC1F)NC(=O)C=1C(=C(N2CCCC12)C(C(N[C@H](C(F)(F)F)C)=O)=O)C (S)-N-(3,4-difluorophenyl)-6-methyl-5-(2-oxo-2-((1,1,1-trifluoroprop-2-yl)amino)acetyl)-2,3-dihydro-1H-pyrrolizine-7-carboxamide